((2R)-1-acetyl-4-(3-(cyclopropylmethoxy)-4-(difluoromethoxy)phenyl)pyrrolidine-2-carboxamido)-2-(2,4-difluorophenyl)acetic acid ethyl ester C(C)OC(C(C1=C(C=C(C=C1)F)F)NC(=O)[C@@H]1N(CC(C1)C1=CC(=C(C=C1)OC(F)F)OCC1CC1)C(C)=O)=O